OC1C(OC(C(C1O)O)C)OC=1NC2=CC=CC=C2C1 2-((3,4,5-trihydroxy-6-methyltetrahydro-2H-pyran-2-yl)oxy)-1H-indol